(S)-6-methyl-N-(1-(3-nitrophenyl)ethyl)thieno[2,3-b]pyrazin-3-amine CC1=CC=2C(=NC(=CN2)N[C@@H](C)C2=CC(=CC=C2)[N+](=O)[O-])S1